2-bromo-3-(((tert-butyldiphenylsilyl)oxy)methyl)-6-chloropyridine BrC1=NC(=CC=C1CO[Si](C1=CC=CC=C1)(C1=CC=CC=C1)C(C)(C)C)Cl